1-triethoxysilyl-8-bis(4-methylpiperazin-1-yl)methylsilyloctane C(C)O[Si](CCCCCCCC[SiH2]C(N1CCN(CC1)C)N1CCN(CC1)C)(OCC)OCC